Methyl 5-formyl-2-oxo-1-(2,2,2-trifluoroethyl)-1,2-dihydropyridine-3-carboxylate C(=O)C=1C=C(C(N(C1)CC(F)(F)F)=O)C(=O)OC